ClC=1C=C2C(=C3C1NC(NC31CCC(CC1)(F)F)=O)OC(=N2)CN2CCN(CC2)C 5-chloro-4',4'-difluoro-2-[(4-methylpiperazin-1-yl)methyl]-7,8-dihydro-6H-spiro[[1,3]oxazolo[5,4-f]quinazoline-9,1'-cyclohexane]-7-one